N[C@H]1CS(C2=C(N(C1=O)CC1=CC=C(C=C1)Cl)C=C(C(=C2)F)C2=NOC(=N2)N2CCOCC2)=O (3R)-3-amino-5-[(4-chlorophenyl)methyl]-8-fluoro-7-(5-morpholino-1,2,4-oxadiazol-3-yl)-1-oxo-2,3-dihydro-1λ4,5-benzothiazepin-4-one